O[C@H](COC=1C=C(C=CC1)S(=O)(=O)NC)CN[C@@H]1COC2(C1)CCN(CC2)S(=O)(=O)C=2C=C1C=CC=NC1=CC2 3-((S)-2-hydroxy-3-((S)-8-(quinolin-6-ylsulfonyl)-1-oxa-8-azaspiro[4.5]decan-3-ylamino)propoxy)-N-methylbenzenesulfonamide